3-(4-hydroxyphenyl)-N3-(3-methoxy-2-methylbenzyl)-1,2-dimethyl-1H-pyrrole-3-carboxamide OC1=CC=C(C=C1)C1(C(N(C=C1)C)C)C(=O)NCC1=C(C(=CC=C1)OC)C